ethyl-4-(2-(3,4-dimethoxyphenyl)-1-methyl-1H-pyrrolo[3,2-c]pyridin-6-yl)-[1,4'-bipiperidine] C(C)C1N(CCC(C1)C1=CC2=C(C=N1)C=C(N2C)C2=CC(=C(C=C2)OC)OC)C2CCNCC2